(5-methylisoxazole-3-carbonyl)-L-valine TFA salt OC(=O)C(F)(F)F.CC1=CC(=NO1)C(=O)N[C@@H](C(C)C)C(=O)O